C(C)(C)(C)OC(=O)N1CC(CC(C1)OC)CO 3-(hydroxymethyl)-5-methoxypiperidine-1-carboxylic acid tert-butyl ester